(((1S,3R,4aS,9S,9aR,10aS)-9-methoxy-1-methyloctahydro-1H-pyrano[4',3':4,5]oxazolo[2,3-c][1,4]oxazin-3-yl)oxy)-6,11-dioxo-1,2,3,4,6,11-hexahydronaphthacene-2-carboxamide CO[C@H]1OCCN2[C@@H]1O[C@H]1[C@@H]2C[C@@H](O[C@H]1C)OC1C(CCC2=CC=3C(C4=CC=CC=C4C(C3C=C12)=O)=O)C(=O)N